N-(4-cyano-2-fluorophenyl)-6-(2-hydroxypropan-2-yl)-4,5,6,7-tetrahydro-1H-indole-3-sulfonamide C(#N)C1=CC(=C(C=C1)NS(=O)(=O)C1=CNC=2CC(CCC12)C(C)(C)O)F